BrC12CC3(CC(CC(C1)(C3)C)(C2)C)C(=O)O 3-bromo-5,7-dimethyl-adamantanecarboxylic acid